4-chloro-3-(4-(2-(3-fluorocyclohexyl)-2-(1-methyl-1H-pyrazole-5-carboxamido)acetamido)phenyl)-2-methylpyridine 1-oxide ClC1=C(C(=[N+](C=C1)[O-])C)C1=CC=C(C=C1)NC(C(NC(=O)C1=CC=NN1C)C1CC(CCC1)F)=O